CC1=C2C(=C(NC2=C2C(=C1)C=CC=C2)C)C trimethylbenzoindole